(E)-1-(4'-methoxy-[1,1'-biphenyl]-3-yl)-3-(quinoxalin-6-yl)prop-2-en-1-one COC1=CC=C(C=C1)C1=CC(=CC=C1)C(\C=C\C=1C=C2N=CC=NC2=CC1)=O